C(#N)[C@H](C[C@H]1C(NCC1)=O)NC(=O)[C@H]1N(CC[C@H](C1)C)C([C@@H](NS(=O)(=O)C)C(C)(C)C)=O (2S,4r)-N-{(1S)-1-cyano-2-[(3S)-2-oxopyrrolidin-3-yl]ethyl}-4-methyl-1-[3-methyl-N-(methylsulfonyl)-L-valyl]piperidine-2-carboxamide